C1(CC1)C1=NNC(=N1)C1CC2(CN(C2)C(=O)N2CC3(C2)CN(C3)CC3=CN=C(O3)C(F)(F)F)C1 [6-(3-cyclopropyl-1H-1,2,4-triazol-5-yl)-2-azaspiro[3.3]heptan-2-yl]-[6-[[2-(trifluoromethyl)oxazol-5-yl]methyl]-2,6-diazaspiro[3.3]heptan-2-yl]methanone